CC1(CCCC(C1)(C)C)C (1,5,5-Trimethyl-cyclohexan-1-yl)methan